ClC1=C(C(=CC=C1)F)C=1OCC(N1)C1=CC=C(C=C1)C(C)(C)C 2-(2-chloro-6-fluorophenyl)-4-[4-(1,1-dimethylethyl)phenyl]-4,5-dihydro-oxazole